C(C)(C)(C)N1N=CC(=C(C1=O)Cl)OCC1=C(C=C(C(=C1)C)COCCF)C 2-(tert-butyl)-4-chloro-5-((4-((2-fluoroethoxy)methyl)-2,5-dimethylbenzyl)oxy)pyridazin-3(2H)-one